CC1=C(C=CC(=C1)C1=CC=CC=C1)C1=C(C(=C(C(=C1C)C)C)C)C hexamethyl-p-Terphenyl